(S)-N-(7-bromo-5-methyl-4-oxo-2,3,4,5-tetrahydrobenzo[b][1,4]oxazepin-3-yl)-3-(4-fluorobenzyl)-1H-pyrazole-1-carboxamide BrC1=CC2=C(OC[C@@H](C(N2C)=O)NC(=O)N2N=C(C=C2)CC2=CC=C(C=C2)F)C=C1